1,1,3-Cyclohexanetrimethanol C1(CC(CCC1)CO)(CO)CO